C(CCCCCCC)C(CC(=O)OC(CCCCCC(OC(NCCCN(C)C)=O)CCCCCCOC(CC(CCCCCCCC)CCCCCCCC)=O)CCCN(C)C)CCCCCCCC [3-(dimethylamino) propyl]-2-methyl-9-{6-[(3-octyl-1-oxoundecyl) oxy] hexyl}-7-oxo-2,6-diaza-8-oxapentadecan-15-yl 3-octylundecanoate